6-cyano-N-(4-methyl-3-((3-(9-(tetrahydro-2H-pyran-2-yl)-9H-purin-6-yl)pyridin-2-yl)amino)phenyl)-5-(trifluoromethyl)picolinamide C(#N)C1=C(C=CC(=N1)C(=O)NC1=CC(=C(C=C1)C)NC1=NC=CC=C1C1=C2N=CN(C2=NC=N1)C1OCCCC1)C(F)(F)F